OC(CN1N=CC(=C1)C1=NC2=CC=C(C=C2C(=N1)N1[C@H](CN(CC1)C(=O)OC(C)(C)C)C1=CC=CC=C1)C1=CN(C(C=C1)=O)C)(C)C tert-butyl (S)-4-(2-(1-(2-hydroxy-2-methylpropyl)-1H-pyrazol-4-yl)-6-(1-methyl-6-oxo-1,6-dihydropyridin-3-yl) quinazolin-4-yl)-3-phenylpiperazine-1-carboxylate